O[C@@H]1O[C@@H]([C@H]([C@@H]([C@H]1NC(=O)N)O)O)CO 1-[(2R,3R,4R,5S,6R)-2,4,5-trihydroxy-6-(hydroxymethyl)oxan-3-yl]urea